5-(4-fluoro-5-(isothiazol-3-ylcarbamoyl)-2-methylphenyl)-2-((1-hydroxy-2-methylpropan-2-yl)amino)-N,N-dimethylnicotinamide FC1=CC(=C(C=C1C(NC1=NSC=C1)=O)C=1C=NC(=C(C(=O)N(C)C)C1)NC(CO)(C)C)C